FC1=C(C(=C(C=C1)[C@H]1[C@H](O[C@]([C@H]1C)(C(F)(F)F)C)C(=O)OCC)OC)C |r| ethyl rac-(2S,3S,4S,5R)-3-(4-fluoro-2-methoxy-3-methylphenyl)-4,5-dimethyl-5-(trifluoromethyl)tetrahydrofuran-2-carboxylate